3-morpholinopropyl 2-((6aR,10aR)-1-hydroxy-6,6,9-trimethyl-6a,7,10,10a-tetrahydro-6H-benzo[c]chromen-3-yl)-2-methylpropanoate OC1=C2[C@H]3[C@H](C(OC2=CC(=C1)C(C(=O)OCCCN1CCOCC1)(C)C)(C)C)CC=C(C3)C